C(=O)(O)C(C)[N+](CCCNC(C=C)=O)(C)C 1-carboxy-N,N-dimethyl-N-(3'-acrylamidopropyl)ethylammonium